CN1CCN(CC1)C1CN(C1)C1=NC2=C(N1C(=O)NCCC1=CC=CC=C1)C=CC=C2 (3-(4-Methylpiperazin-1-yl)azetidin-1-yl)-N-phenethyl-1H-benzo[d]imidazole-1-carboxamide